COC=1C=C2C(=CN(C2=CC1)CC(=O)O)C=1C(OC(C1C1=CN(C2=CC=CC=C12)C)=O)=O 2-(5-methoxy-3-(4-(1-methyl-1H-indol-3-yl)-2,5-dioxo-2,5-dihydrofuran-3-yl)-1H-indol-1-yl)acetic acid